6-oxo-1,2-diazine O=C1C=CC=NN1